ClC=1C=CC=2N(N1)C(=CN2)C2=CC1=C(C=C(O1)C(F)(F)F)C=C2 6-chloro-3-[2-(trifluoromethyl)benzofuran-6-yl]imidazo[1,2-b]pyridazine